2-bromo-5-(5-chloro-1-methyl-2-oxo-3-pyridinyl)-4-(5-chloro-2-thienyl)-3-isopropyl-4H-pyrrolo[3,4-d]Imidazol-6-one BrC=1N(C2=C(N1)C(N(C2C=2SC(=CC2)Cl)C=2C(N(C=C(C2)Cl)C)=O)=O)C(C)C